BrCC([C@@](C(=O)O)(N)C)C(=O)OC(C)(C)C (S)-4-bromo-3-tert-butoxycarbonyl-methyl-aminobutyric acid